C[C@]1(C([C@@H](CC1)C(=O)O)(C)C)C(=O)O (1S,3R)-1,2,2-trimethylcyclopentane-1,3-dicarboxylic acid